C(C)(C)(C)OC(=O)C1(C(CC1)CCCBr)C(=O)OC(C)(C)C 3-bromopropyl-cyclobutane-1,1-dicarboxylic acid di-tert-butyl ester